NC1=C(C=C(C=C1C(=O)N)C1=CC(=NC=C1)N1C[C@@H](CC1)N)C1=C(C(=CC=C1C)O)C 2-amino-5-(2-((R)-3-aminopyrrolidin-1-yl)pyridin-4-yl)-3'-hydroxy-2',6'-dimethyl-[1,1'-biphenyl]-3-carboxamide